FC1=CC=C(OCC2N(C3CC(C2C)C3)C(=O)C=3N=C(SC3C3=NC=CC=C3)C)C=C1 trans-3-[(4-Fluorophenoxy)methyl]-4-methyl-2-[2-methyl-5-(pyridin-2-yl)-1,3-thiazol-4-carbonyl]-2-azabicyclo[3.1.1]heptan